Methyl 3-(1-(6-(2,4-dioxo-1,2,3,4-tetrahydropyrimidin-5-yl)imidazo[1,2-b]pyridazin-8-yl)azetidin-3-yl)benzoate O=C1NC=C(C(N1)=O)C=1C=C(C=2N(N1)C=CN2)N2CC(C2)C=2C=C(C(=O)OC)C=CC2